C(C)S(=O)(=O)C=1C=CC(=NC1)CNC(=O)C1=CC2=C(NC(=N2)C(F)(F)F)C=C1 N-((5-(ethylsulfonyl)pyridin-2-yl)methyl)-2-(trifluoromethyl)-1H-benzo[d]Imidazole-5-carboxamide